ClC=1C(=NC(=NC1)NC1CCOCC1)C1=CC=C2CN(C(C2=C1)=O)CC(=O)NC(C)C=1SC=C(N1)CC 2-(6-{5-chloro-2-[(oxacyclohex-4-yl)amino]pyrimidin-4-yl}-1-oxo-2,3-dihydro-1H-isoindol-2-yl)-N-[1-(4-ethyl-1,3-thiazol-2-yl)ethyl]acetamide